C1(CC1)C=1SC(=CN1)C=1C=C(C=CC1)N(C(=O)[C@@H]1CC[C@H](CC1)NC(COCCCO)=O)C[C@@H]1CC[C@H](CC1)C1=CC(=C(C=C1)OC)C trans-N-(3-(2-Cyclopropylthiazol-5-yl)phenyl)-4-(2-(3-hydroxypropoxy)acetamido)-N-((trans-4-(4-methoxy-3-methylphenyl)cyclohexyl)methyl)cyclohexane-carboxamide